2-((S)-1-((E)-4-chlorobut-2-enoyl)-4-(7-(8-methylnaphthalen-1-yl)-2-(((S)-1-methylpyrrolidin-2-yl)methoxy)-5,6,7,8-tetrahydropyrido[3,4-d]pyrimidin-4-yl)piperazin-2-yl)acetonitrile ClC/C=C/C(=O)N1[C@H](CN(CC1)C=1C2=C(N=C(N1)OC[C@H]1N(CCC1)C)CN(CC2)C2=CC=CC1=CC=CC(=C21)C)CC#N